(R)-N-isopropyl-6-(4-((1-phenylethyl)amino)quinazolin-6-yl)pyrazine-2-carboxamide C(C)(C)NC(=O)C1=NC(=CN=C1)C=1C=C2C(=NC=NC2=CC1)N[C@H](C)C1=CC=CC=C1